CC(C#CC(C)O)O 3-hexyne-2,5-diol